C(C)(C)N1N=C(C2=NC(=CC(=C21)NCC=2C=NN(C2)C)N2C(OCC2C)=O)C 3-[1-isopropyl-3-methyl-7-[(1-methylpyrazol-4-yl)methylamino]pyrazolo[4,3-b]pyridin-5-yl]-4-methyl-oxazolidin-2-one